FC1(CCC(CC1)/C=C/C=1C=C(C2=C(CCO2)C1)NC(=O)[C@H]1N(C(NC1)=O)C)F (S,E)-N-(5-(2-(4,4-Difluorocyclohexyl)vinyl)-2,3-dihydrobenzofuran-7-yl)-3-methyl-2-oxoimidazolidine-4-carboxamide